3-methyl-4,5,6,7-tetrahydrobenzothiophen-6-amine CC1=CSC2=C1CCC(C2)N